BrCCC1=CC(=CC=C1)F 1-(2-bromoethyl)-3-fluoro-benzene